FC1(CC1)C1=C(C(=C2C(=N1)CCC2)NC(OCC(Cl)(Cl)Cl)=O)C 2,2,2-Trichloroethyl (2-(1-fluorocyclopropyl)-3-methyl-6,7-dihydro-5H-cyclopenta[b]pyridin-4-yl)carbamate